N,N-dihydroxyethyldodecylamine N-oxide O[N+](O)(C(CCCCCCCCCCC)CC)[O-]